(1R,3S,5S)-2-(2-(3-acetyl-5-(2-methylpyrimidin-5-yl)-1H-indazol-1-yl)acetyl)-N-(6-bromo-3-methylpyridin-2-yl)-5-fluoro-2-azabicyclo[3.1.0]hexane-3-carboxamide C(C)(=O)C1=NN(C2=CC=C(C=C12)C=1C=NC(=NC1)C)CC(=O)N1[C@@H]2C[C@@]2(C[C@H]1C(=O)NC1=NC(=CC=C1C)Br)F